(R)-2-(tert-butyldimethylsilyloxy)-5-oxopentanoic acid tert-butyl ester C(C)(C)(C)OC([C@@H](CCC=O)O[Si](C)(C)C(C)(C)C)=O